8-(1-bromoethyl)-6-methyl-2-(1-piperidyl)chromen-4-one BrC(C)C=1C=C(C=C2C(C=C(OC12)N1CCCCC1)=O)C